C(C)(C)(C)OC(=O)N1[C@H](CN(CC1)C=1C(=CC=2N=CN=C(C2N1)NC1=CC(=C(C=C1)CC1=CC=2N(C=C1)N=CN2)C)Br)CO (R)-4-(4-((4-([1,2,4]triazolo[1,5-a]pyridin-7-ylmethyl)-3-methylphenyl)amino)-7-bromopyrido[3,2-d]pyrimidin-6-yl)-2-(hydroxymethyl)piperazine-1-carboxylic acid tert-butyl ester